4-[2-chloro-4-[[4-[1-methyl-4-(trifluoromethyl)imidazol-2-yl]phenyl]methoxy]pyrimidin-5-yl]isothiazole ClC1=NC=C(C(=N1)OCC1=CC=C(C=C1)C=1N(C=C(N1)C(F)(F)F)C)C=1C=NSC1